phenyl-heptanoate C1(=CC=CC=C1)OC(CCCCCC)=O